ClC=1C(=C2C=NNC2=C(C1F)C(C)NC(C(F)F)=O)C1=CC=2N(C=C1)N=C(C2)NC(=O)[C@H]2[C@H](C2)F (1S,2S)-N-(5-(5-chloro-7-(1-(2,2-difluoroacetamido)ethyl)-6-fluoro-1H-indazol-4-yl)pyrazolo[1,5-a]pyridin-2-yl)-2-fluorocyclopropane-1-carboxamide